FC1=C(C(=CC(=C1)C1=NO[C@H](C1)CN1N=NC=C1)F)N1CCS(CC1)(=O)=NC 4-(2,6-Difluoro-4-{(5R)-5-[(1H-1,2,3-triazol-1-yl)methyl]-4,5-dihydro-1,2-oxazol-3-yl}phenyl)-1-(methylimino)-1λ6-thiomorpholin-1-one